(S)-1-(2-(benzyloxy)ethyl)-4-methyl-5-(2-(trifluoromethyl)phenyl)-1H-pyrrole C(C1=CC=CC=C1)OCCN1C=CC(=C1C1=C(C=CC=C1)C(F)(F)F)C